2'-O-methylcytidine triphosphate P(O)(=O)(OP(=O)(O)OP(=O)(O)O)OC[C@@H]1[C@H]([C@H]([C@@H](O1)N1C(=O)N=C(N)C=C1)OC)O